S(N)(OC1=C(C=CC(=C1)NC(=O)[C@@H]1O[C@]([C@H]([C@H]1C1=C(C(=C(C=C1)F)F)OC)C)(C(F)(F)F)C)F)(=O)=O 5-((2R,3S,4S,5R)-3-(3,4-difluoro-2-methoxyphenyl)-4,5-dimethyl-5-(trifluoromethyl) tetrahydrofuran-2-carboxamido)-2-fluorophenyl sulfamate